(R)-3-((6-(3-(2,3-difluorophenyl)isoxazolidin-2-yl)pyrimidin-4-yl)amino)-1H-indazol-6-carbonitrile FC1=C(C=CC=C1F)[C@@H]1N(OCC1)C1=CC(=NC=N1)NC1=NNC2=CC(=CC=C12)C#N